CCCCCCCCCCCCCCCCCCCCCCCC[C@@H](C(=O)N[C@@H](COP(=O)([O-])OC1[C@@H]([C@H](C([C@H]([C@H]1O)O)O)O)O)[C@@H]([C@H](CCCCCCCCCCCCCC)O)O)O The molecule is an inositol phosphophytoceramide(1-) having a 2-hydroxyhexacosanoyl group attached to the ceramide nitrogen. Major species at pH 7.3. It is a conjugate base of an Ins-1-P-Cer(t18:0/2-OH-26:0).